bis(4-t-butylphenyl)iodine chloride C(C)(C)(C)C1=CC=C(C=C1)I(C1=CC=C(C=C1)C(C)(C)C)Cl